N-[(3-Cyclohexyl-6-hydroxy-2,4-dioxo-1-tricyclo[3.3.1.13,7]dec-1-yl-1,2,3,4-tetrahydro-5-pyrimidinyl)carbonyl]glycine C1(CCCCC1)N1C(N(C(=C(C1=O)C(=O)NCC(=O)O)O)C12CC3CC(CC(C1)C3)C2)=O